(E)-1,1,1,2,4,4,4-heptafluoro-3-methylbut-2-ene FC(/C(=C(\C(F)(F)F)/C)/F)(F)F